6-(2-Methylbenzo[d]thiazol-6-yl)-3,4-dihydropyridine-1(2H)-carboxylic acid tert-butyl ester C(C)(C)(C)OC(=O)N1CCCC=C1C1=CC2=C(N=C(S2)C)C=C1